(S)-methyl 2-(5-(2-(3-fluoroazetidin-1-yl) ethyl)-3-isopropyl-2-oxopyrazin-1(2H)-yl)-4-methylpentanoate FC1CN(C1)CCC=1N=C(C(N(C1)[C@H](C(=O)OC)CC(C)C)=O)C(C)C